N-[2-[cyclopropyl-[1-[2-fluoro-3-(2-trimethylsilylethynyl)phenyl]ethyl]amino]ethyl]carbamic acid tert-butyl ester C(C)(C)(C)OC(NCCN(C(C)C1=C(C(=CC=C1)C#C[Si](C)(C)C)F)C1CC1)=O